C(C)(C)(C)OC(=O)N1CC2=CC=C(C=C2C1)CC(F)(F)F 5-(2,2,2-trifluoroethyl)isoindoline-2-carboxylic acid tert-butyl ester